C(C)(=O)[O-].C(CCCCCCCCCCC)NC(CCCC[NH+](C)C)=O (5-laurylamino-5-oxopentyl)dimethyl-ammonium acetate